(2-benzofuranyl)-biphenyl O1C(=CC2=C1C=CC=C2)C2=C(C=CC=C2)C2=CC=CC=C2